NCCC(=O)NC=1N=C(N(C1)CC(F)(F)F)C(=O)NC=1C=C(N(C1)C)C(=O)OCC ethyl 4-[4-(3-aminopropanamido)-1-(2,2,2-trifluoroethyl)imidazole-2-amido]-1-methylpyrrole-2-carboxylate